hexadecyltetrasiloxane sodium [Na].C(CCCCCCCCCCCCCCC)[SiH2]O[SiH2]O[SiH2]O[SiH3]